CC(C)(C[N+]#[C-])OC methoxyisobutylisonitrile